6-(3-(5-(1-(cyclobutylmethyl)piperidin-4-yl)-4-methylpyridin-2-yl)-4-isopropyl-1H-pyrazol-5-yl)-8-methoxy-[1,2,4]triazolo[1,5-a]pyridine C1(CCC1)CN1CCC(CC1)C=1C(=CC(=NC1)C1=NNC(=C1C(C)C)C=1C=C(C=2N(C1)N=CN2)OC)C